O1N=C(C2=C1C=CC=C2)C2=C(C=CC=C2)[C@H](CC2=NC(=CC=C2)C=2C(=NOC2C)C)N[S@@](=O)C(C)C (S)-N-{(S)-1-[2-(benzo[d]isoxazol-3-yl)phenyl]-2-[6-(3,5-dimethylisoxazol-4-yl)pyridine-2-yl]ethyl}propane-2-sulfinamide